N-Phenyl-3-aminopropyl-trimethoxysilan C1(=CC=CC=C1)NCCC[Si](OC)(OC)OC